NC1=NC(=C(C(=C1C#N)C1=NC=C(C=C1)OCCN(C(OC(C)(C)C)=O)C)C#N)SCC1=NC=CC=C1 tert-butyl (2-((2'-amino-3',5'-dicyano-6'-((pyridin-2-ylmethyl)thio)-[2,4'-bipyridin]-5-yl)oxy)ethyl)(methyl)carbamate